FC(C(=O)N1CC2CNCC2C1)(F)C=1C=C(C(=O)NC2=CC(=C(C=C2)F)C)C=CC1F 3-(1,1-difluoro-2-(hexahydropyrrolo[3,4-c]pyrrol-2(1H)-yl)-2-oxoethyl)-4-fluoro-N-(4-fluoro-3-methylphenyl)benzamide